(E)-3-(4-isopropoxy-3-methoxyphenyl)acryloyl chloride C(C)(C)OC1=C(C=C(C=C1)/C=C/C(=O)Cl)OC